2,3-dibromopropylether BrC(COCC(CBr)Br)CBr